2-hydroxy-6-(4-hydroxy-2-methoxy-6-methoxycarbonylphenoxy)-4-methylbenzoic acid methyl ester COC(C1=C(C=C(C=C1OC1=C(C=C(C=C1C(=O)OC)O)OC)C)O)=O